N1=CC(=C2N1C=CC=C2)C(=O)ON2N=NC=1C2=NC=CC1 triazolo[4,5-b]pyridin-3-yl pyrazolo[1,5-a]pyridine-3-carboxylate